C(=O)(OCC1C2=CC=CC=C2C2=CC=CC=C12)NCCOCCOCC(=O)O (2-[2-(Fmoc-amino)ethoxy]ethoxy)acetic acid